4-((6-chloronaphthalen-2-yl)thio)-1H-1,2,3-triazole-5-carboxylic acid ClC=1C=C2C=CC(=CC2=CC1)SC=1N=NNC1C(=O)O